(S)-(8-Bromo-2,3-dihydro-4H-pyrido-[4,3-b][1,4]oxazine-4-yl)(1-(3-fluorobenzyl)pyrrolidin-3-yl)methanone BrC1=CN=CC2=C1OCCN2C(=O)[C@@H]2CN(CC2)CC2=CC(=CC=C2)F